(1R,2R)-2-propionyl-cyclobutane-1-carboxylic acid methyl ester COC(=O)[C@H]1[C@@H](CC1)C(CC)=O